N-(1-(4-(5,7-Difluoro-6-hydroxy-1H-indazol-1-yl)phenyl)piperidin-4-yl)methanesulfonamide FC=1C=C2C=NN(C2=C(C1O)F)C1=CC=C(C=C1)N1CCC(CC1)NS(=O)(=O)C